3-iodo-1-methyl-1H-indazole-6-Formaldehyde IC1=NN(C2=CC(=CC=C12)C=O)C